OCC(CCOC1=CC=C(C=C1)/C=C/C1=CC=C(OCCC(CO)(CO)CC)C=C1)(CC)CO 2-[2-[4-[(E)-2-[4-[3,3-bis(hydroxymethyl)pentoxy]phenyl]vinyl]phenoxy]ethyl]-2-ethyl-propane-1,3-diol